C(C)(C)(C)NC=1C2=C(N=C(N1)C1=CC=CC=C1)N(C(=C2)C)S(=O)(=O)CC2=CC=CC=C2 N-(tert-butyl)-6-methyl-2-phenyl-7-toluenesulfonyl-7H-pyrrolo[2,3-d]pyrimidin-4-amine